ClC1=CC=C(S1)C1=NN=C(O1)NC(C1=CC=C(C=C1)SC(F)(F)F)=O N-(5-(5-chlorothiophen-2-yl)-1,3,4-oxadiazol-2-yl)-4-((trifluoromethyl)thio)benzamide